ClC1=CC=C(C=C1)C1=NN(C[C@H]1C1=CC=CC=C1)C1=NN(C(N1[C@@H](C(=O)NCCO)C)=O)CC1=CC=C(C=C1)Cl (2R)-2-[3-[(4R)-3-(4-chlorophenyl)-4-phenyl-4,5-dihydropyrazol-1-yl]-1-[(4-chlorophenyl)methyl]-5-oxo-1,2,4-triazol-4-yl]-N-(2-hydroxyethyl)propanamide